CC1(NC2=C(C=C(C=C2C(=C1)C)NC1=CC=CC=C1)C)C 2,2,4,8-tetramethyl-N-phenyl-1,2-dihydroquinolin-6-amine